ClC1=C2C=CN(C2=CC(=C1)N1CCN(CC1)C)C 4-chloro-1-methyl-6-(4-methylpiperazin-1-yl)-1H-indol